COBO O-methylboronic acid